(S or R)-4-(4-((1S,4S)-2,5-diazabicyclo[2.2.1]heptan-2-yl)-6-chloro-2-(3-(dimethylamino)azetidin-1-yl)-8-fluoro-quinazolin-7-yl)naphthalen-2-ol [C@@H]12N(C[C@@H](NC1)C2)C2=NC(=NC1=C(C(=C(C=C21)Cl)C2=CC(=CC1=CC=CC=C21)O)F)N2CC(C2)N(C)C